CN(C)CC1=CC(=C(C(=C1)N)N)C(F)(F)F 5-[(dimethylamino)methyl]-3-(trifluoromethyl)benzene-1,2-diamine